N-(2-cyanophenyl)-acetamide C(#N)C1=C(C=CC=C1)NC(C)=O